(3aR,5s,6aS)-5-((5-amino-1-(phenylsulfonyl)-1H-pyrrolo[2,3-b]pyridin-4-yl)amino)-N-(3-methoxy-1,2,4-thiadiazol-5-yl)hexahydrocyclopenta[c]pyrrole-2(1H)-carboxamide NC=1C(=C2C(=NC1)N(C=C2)S(=O)(=O)C2=CC=CC=C2)NC2C[C@@H]1[C@@H](CN(C1)C(=O)NC1=NC(=NS1)OC)C2